O1CC=CC(C1=O)=O Pyran-5,6-dione